8-(6-tert-butoxycarbonyl-decahydronaphthalene-2-yloxycarbonyl)-tetracyclo[4.4.0.12,5.17,10]-3-dodecene C(C)(C)(C)OC(=O)C1CC2CCC(CC2CC1)OC(=O)C1C2C3C4C=CC(C3C(C1)C2)C4